Tert-butyl 3-(5-{2-[ethyl(isopropyl)carbamoyl]-4-fluorophenyl}-3-methylimidazo[1,5-a]pyridin-7-yl)pyrrolidine-1-carboxylate C(C)N(C(=O)C1=C(C=CC(=C1)F)C1=CC(=CC=2N1C(=NC2)C)C2CN(CC2)C(=O)OC(C)(C)C)C(C)C